3-Bromo-8-(4-cyclopropylpiperazin-1-yl)-6,6-dimethyl-11-oxo-6,11-dihydro-5H-benzo[b]carbazole-9-Nitrile BrC1=CC=C2C=3C(C4=C(C(C3NC2=C1)(C)C)C=C(C(=C4)C#N)N4CCN(CC4)C4CC4)=O